O=C1N(C(C=C1)=O)CC1CCC(CC1)C(=O)O 4-[(2,5-dioxo-2,5-dihydro-pyrrol-1-yl)-methyl]-cyclohexanecarboxylic acid